chloro-N-(3,4-dichlorophenyl)acridin-2-amine ClC1=C(C=CC2=NC3=CC=CC=C3C=C12)NC1=CC(=C(C=C1)Cl)Cl